CONC(C1=CC(=C(C=C1)OC)OC)=O N,3,4-trimethoxybenzamide